N,N,N',N',N'',N''-hexamethyltriamidophosphoric acid CN(P(=O)(N(C)C)N(C)C)C